ClC1=C(C(=NC(=N1)C)C(C(=O)OC)(C(=O)OC)F)C1OCCO1 Dimethyl 2-(6-chloro-5-(1,3-dioxolane-2-yl)-2-methylpyrimidin-4-yl)-2-fluoromalonate